6-(1-Methylpiperidin-4-yl)pyridazin-3-amine CN1CCC(CC1)C1=CC=C(N=N1)N